Ethylsulfonyl Chloride C(C)S(=O)(=O)Cl